ClC1=CC=C(C=C1)CC1=NC(=NO1)C1=CC=C(C=C1)NC(C1=CC(=CC=C1)CN1CCS(CC1)(=O)=O)=O N-[4-[5-[(4-Chlorophenyl)methyl]-1,2,4-oxadiazol-3-yl]phenyl]-3-[(1,1-dioxo-1,4-thiazinan-4-yl)methyl]benzamide